N(=C=S)CCCCCCS(=O)C 1-Isothiocyanato-6-(methylsulfinyl)-hexane